C(C1=CC=CC=C1)(=O)OOC(C1=CC=CC=C1)=O benzoic peroxyanhydride